hydroxypropyldisulfide bis(2-mercaptoacetate) SCC(=O)O.SCC(=O)O.OCCCSSCCCO